ClC1=CC=C(C=C1)C=1N=CN(C1C1=CC(=NC=C1)C(F)F)CC(=O)O 2-[4-(4-chlorophenyl)-5-[2-(difluoromethyl)-4-pyridyl]imidazol-1-yl]acetic acid